N-(tert-butyldimethylsilyl)-2-(1-((tert-butyldimethylsilyl)oxy)-2-hydroxypropan-2-yl)thiazole-5-sulfonyl-Aminoamide [Si](C)(C)(C(C)(C)C)[N-]NS(=O)(=O)C1=CN=C(S1)C(CO[Si](C)(C)C(C)(C)C)(C)O